FC(S(=O)(=O)OC1=C(C(=NC=C1)NC1C(NC(CC1)=O)=O)F)(F)F 2-((2,6-Dioxopiperidin-3-yl)amino)-3-fluoropyridin-4-yl trifluoromethanesulfonate